sodium 2-decanamido-3-((2-hydroxyethyl)amino)-3-oxopropane-1-sulfonate C(CCCCCCCCC)(=O)NC(CS(=O)(=O)[O-])C(=O)NCCO.[Na+]